1-(4-(4-(5-bromo-1H-indol-1-yl)butyl)piperazin-1-yl)-2-(2,4-difluorophenyl)-3-(1H-1,2,4-triazol-1-yl)propan-2-ol BrC=1C=C2C=CN(C2=CC1)CCCCN1CCN(CC1)CC(CN1N=CN=C1)(O)C1=C(C=C(C=C1)F)F